1,3,4-trifluoroanthraquinone FC1=CC(=C(C=2C(C3=CC=CC=C3C(C12)=O)=O)F)F